methyl (4aS,9S,12aR,15aS,15bS,18S,19aS)-9-((tert-butoxycarbonyl)amino)-1,10,16-trioxodocosahydro-1H-cyclopenta[3,4]pyrrolo[1,2-a]pyrido[3,4-g][1,4]diazacyclotetradecine-18-carboxylate C(C)(C)(C)OC(=O)N[C@H]1CCCC[C@@H]2[C@H](C[C@H](NC([C@H]3N(C1=O)C[C@H]1[C@@H]3CCC1)=O)C(=O)OC)C(NCC2)=O